8-amino-N-(4-hydroxyphenyl)-4,4-dimethyl-4,5-dihydro-1H-pyrazolo[4,3-H]quinazoline-3-carboxamide NC1=NC=2C3=C(C(CC2C=N1)(C)C)C(=NN3)C(=O)NC3=CC=C(C=C3)O